[4-(6-Amino-pyridazin-3-yl)-piperidin-1-yl]-(4'-methoxy-biphenyl-4-yl)-methanone NC1=CC=C(N=N1)C1CCN(CC1)C(=O)C1=CC=C(C=C1)C1=CC=C(C=C1)OC